CC=1C=CC2=C(SC(=C2)C(=O)O)C1 6-methylbenzo[b]thiophene-2-carboxylic acid